N-heptyl-N'-octylurea C(CCCCCC)NC(=O)NCCCCCCCC